5-((3R,5R)-3,5-dimethyl-morpholino)pyridin-2-amine C[C@@H]1COC[C@H](N1C=1C=CC(=NC1)N)C